C(C)OC(CC1CC[C@@H](N1)C(=O)OC(C)(C)C)=O tert-butyl (2R)-5-(2-ethoxy-2-oxoethyl)pyrrolidine-2-carboxylate